Sulphur taurine NCCS(=O)(=O)O.[S]